4-(4-phenoxybenzoyl)benzoic acid methylester COC(C1=CC=C(C=C1)C(C1=CC=C(C=C1)OC1=CC=CC=C1)=O)=O